2,4,5-trifluorophenyl-(R)-3-amino-4-(2,4,5-trifluorophenyl)-butyric acid benzyl ester C(C1=CC=CC=C1)OC([C@@H](C(CC1=C(C=C(C(=C1)F)F)F)N)C1=C(C=C(C(=C1)F)F)F)=O